[1-(2-trimethylsilylethoxymethyl)pyrazol-4-yl]methanol tert-butyl-(4-(4-((4-(pyridin-2-yl)thiazol-2-yl)carbamoyl)benzamido)butyl)carbamate C(C)(C)(C)N(C(=O)OCC=1C=NN(C1)COCC[Si](C)(C)C)CCCCNC(C1=CC=C(C=C1)C(NC=1SC=C(N1)C1=NC=CC=C1)=O)=O